3-iodo-1-(tetrahydro-2H-pyran-2-yl)-1H-pyrazolo[3,4-b]Pyridine IC1=NN(C2=NC=CC=C21)C2OCCCC2